tert-butyl-(2-(hydroxymethyl)benzene) carbamate C(N)(O)=O.C(C)(C)(C)C1=C(C=CC=C1)CO